C(CCCCCCC(CCCC)O)O 1,8-dodecanediol